8-chloro-2-(1-ethoxyvinyl)-1,5-naphthyridine ClC=1C=CN=C2C=CC(=NC12)C(=C)OCC